NC(CC=1C(NC(N([C@H]2[C@H](O)[C@H](O)[C@@H](CO)O2)C1)=O)=O)C 5-(2-amino)propyluridine